3-(1-fluorocyclopropyl)-N-(3-(S-methylsulfonimidoyl)phenyl)-4-(trifluoromethyl)-1-(((trans)-2-(trifluoromethyl)cyclopropyl)methyl)-1H-pyrazole-5-carboxamide FC1(CC1)C1=NN(C(=C1C(F)(F)F)C(=O)NC1=CC(=CC=C1)S(=O)(=N)C)C[C@H]1[C@@H](C1)C(F)(F)F